3-(1-acetyl-4-(methoxy-d3)piperidin-4-yl)-8-(benzyloxy)-5-chloro-1,7-dimethyl-1,6-Naphthyridin-2(1H)-one C(C)(=O)N1CCC(CC1)(OC([2H])([2H])[2H])C=1C(N(C2=C(C(=NC(=C2C1)Cl)C)OCC1=CC=CC=C1)C)=O